NC=1C2=C(N=CN1)N(C(=C2C2=CC=C(C=C2)C(=O)N2CC(C2)(F)F)C2=CC=C(C=C2)NC(C(=C)C)=O)C N-(4-(4-amino-5-(4-(3,3-difluoroazetidine-1-carbonyl)phenyl)-7-methyl-7H-pyrrolo[2,3-d]pyrimidin-6-yl)phenyl)methacrylamide